BrCC(=O)C1=CC(=CC=C1)OC(F)(F)F 2-Bromo-1-(3-trifluoromethoxyphenyl)ethanone